ClC=1N(C(C2=C(N1)CN([C@@H](C2)C)C(C2=CC(=C(C=C2)Cl)C(F)(F)F)=O)=O)CC2CC(C2)C(=O)NC (R)-3-((2-Chloro-7-(4-chloro-3-(trifluoromethyl)benzoyl)-6-methyl-4-oxo-5,6,7,8-tetrahydropyrido[3,4-d]pyrimidin-3(4H)-yl)methyl)-N-methylcyclobutane-carboxamide